(E)-4-(2-chlorophenyl)-2-[1-methyl-2-(2-(2-butoxy)formylbenzylidene)hydrazino]thiazole ClC1=C(C=CC=C1)C=1N=C(SC1)N(/N=C/C1=C(C=CC=C1)C(=O)OC(C)CC)C